C(C=C)(=O)OC(C)C1=NC2=C(OC13NC1=CC=CC=C1C3(C)C)C=CC3=CC=CC=C32 1-acryloxyethyl-3,3-dimethylspiro[indoline-2,3'-[3H]naphtho[2,1-b](1,4)oxazine]